BrCCC1=CNC2=NC=C(C=C21)F 3-(2-bromoethyl)-5-fluoro-1H-pyrrolo[2,3-b]pyridine